BrC1=CNC2=NC=CC(=C21)CN2C(N(C(C2(C)C)=O)C2=CC=C(C=C2)C2(CC2)C(F)(F)F)=O 1-((3-bromo-1H-pyrrolo[2,3-b]pyridin-4-yl)methyl)-5,5-dimethyl-3-(4-(1-(trifluoromethyl)cyclopropyl)phenyl)imidazolidine-2,4-dione